CNC1=C(C=C(C=N1)N1N=C(C=CC1=O)C(=O)O)C1=CN=NN1C 1-[6-(methylamino)-5-(1-methyl-1H-1,2,3-triazol-5-yl)-3-pyridyl]-6-oxo-1,6-dihydropyridazine-3-carboxylic acid